N1C(=O)NC(=O)C1CC(=O)NC1=CC=C(C[C@H](N)C(=O)O)C=C1 4-([2-(5-hydantoinyl)]-acetylamino)-phenylalanine